6-amino-N-(5-chloro-6-(2-(difluoromethyl)phenyl)pyridin-2-yl)pyridine-2-sulfonamide NC1=CC=CC(=N1)S(=O)(=O)NC1=NC(=C(C=C1)Cl)C1=C(C=CC=C1)C(F)F